(5-(((Z)-3-(ethylamino)-3-(ethylimino)propyl)carbamoyl)-1-methyl-1H-pyrrol-3-yl)-6-((E)-3-methoxystyryl)nicotinamide C(C)N\C(\CCNC(=O)C1=CC(=CN1C)C1=C(C(=O)N)C=CC(=N1)\C=C\C1=CC(=CC=C1)OC)=N/CC